C(C)(C)(C)OCCCNCCCN1CCOCC1 N-(3-(t-butoxy)propyl)-3-morpholinopropan-1-amine